4'-fluoro-3-(pyrrolidin-3-yl)-[1,1'-biphenyl]-4-carbonitrile FC1=CC=C(C=C1)C1=CC(=C(C=C1)C#N)C1CNCC1